1-(6-(4-isopropyl-4H-1,2,4-triazol-3-yl)pyridin-2-yl)imidazolidin-2-one C(C)(C)N1C(=NN=C1)C1=CC=CC(=N1)N1C(NCC1)=O